5-(8-(2-isobutylcyclopropyl)imidazo[1,2-b]pyridazin-6-yl)pyrimidine-2,4(1H,3H)-dione C(C(C)C)C1C(C1)C=1C=2N(N=C(C1)C=1C(NC(NC1)=O)=O)C=CN2